C(C)(C)(C)N(C(=O)OC[C@]1(NCCC1)C)C\C=C\B1OC(C(O1)(C)C)(C)C (S)-(2-methyltetrahydropyrrol-2-yl)methanol tert-butyl-(E)-(3-(4,4,5,5-tetramethyl-1,3,2-dioxaborolan-2-yl)allyl)carbamate